NNC(NCCC[C@H](N)C(=O)O)=N ω-aminoarginine